CN1N=CC=C1C=O 1-methyl-1H-pyrazole-5-carbaldehyde